8-Bromo-1,1-dimethyl-2,3-dihydro-1H-pyrrolo[1,2-b]indazole BrC1=CC2=C3N(N=C2C=C1)CCC3(C)C